BrC=1C(=NN(C1)C1CC2(CN(C2)C(=O)OC(C)(C)C)C1)N1C(C[C@@H](CC1)CN1CCOCC1)(C)C tert-butyl (R)-6-(4-bromo-3-(2,2-dimethyl-4-(morpholinomethyl)piperidin-1-yl)-1H-pyrazol-1-yl)-2-azaspiro[3.3]heptane-2-carboxylate